[O].[S] sulfur oxygen